N-[6-[4-[1-[3-chloro-5-cyano-4-[2-[2-[[2-(2,6-dioxo-3-piperidyl)-1,3-dioxo-isoindolin-5-yl]amino]ethoxy]ethoxy]phenyl]-1-methyl-ethyl]phenyl]quinazolin-2-yl]methanesulfonamide ClC=1C=C(C=C(C1OCCOCCNC=1C=C2C(N(C(C2=CC1)=O)C1C(NC(CC1)=O)=O)=O)C#N)C(C)(C)C1=CC=C(C=C1)C=1C=C2C=NC(=NC2=CC1)NS(=O)(=O)C